3-methyl-3-(methylamino)butanoic acid methyl ester COC(CC(C)(NC)C)=O